6-O-cyclopentyl-ascorbic acid C1(CCCC1)OC[C@@H]([C@@H]1C(=C(C(=O)O1)O)O)O